COC1=C(C=CC(=C1)OC)CN(C1=NC(=C(C2=C1N=C(N2CC2=C(C=C(C=C2)OC)OC)COCC)SC2=C(C=C(C=C2)CN(C)C)O)C)CC2=C(C=C(C=C2)OC)OC 2-[4-[Bis[(2,4-dimethoxyphenyl)methyl]amino]-1-[(2,4-dimethoxyphenyl)methyl]-2-(ethoxymethyl)-6-methyl-imidazo[4,5-c]pyridin-7-yl]sulfanyl-5-[(dimethylamino)methyl]phenol